4-(6-bromo-7-methoxyimidazo[1,2-a]pyridin-2-yl)tetrahydro-2H-thiopyran 1,1-dioxide BrC=1C(=CC=2N(C1)C=C(N2)C2CCS(CC2)(=O)=O)OC